tert-butyl (10-(4-(4-(5-((furan-2-ylmethyl)amino)-[1,2,4]triazolo[4,3-c]pyrimidin-8-yl)phenyl)piperazin-1-yl)-10-oxodecyl)carbamate O1C(=CC=C1)CNC1=NC=C(C=2N1C=NN2)C2=CC=C(C=C2)N2CCN(CC2)C(CCCCCCCCCNC(OC(C)(C)C)=O)=O